methyl 4-bromo-1-(3-ethoxy-3-oxopropanamido)pyrrole-2-carboxylate BrC=1C=C(N(C1)NC(CC(=O)OCC)=O)C(=O)OC